O1CCN(CC1)C=1OC2=C(N1)C=CC(=C2)NC(C=C)=O N-(2-morpholinobenzo[d]oxazol-6-yl)acrylamide